3-glycoloyl-3,5,12-trihydroxy-10-methoxy-6,11-dioxo-1,2,3,4,6,11-hexahydrotetracen-1-yl 3-amino-2,3,6-trideoxy-α-L-lyxo-hexo-pyranoside N[C@H]1C[C@H](OC2CC(CC3=C(C=4C(C5=CC=CC(=C5C(C4C(=C23)O)=O)OC)=O)O)(O)C(CO)=O)O[C@H]([C@H]1O)C